C(CCCC)NC1(CCCCC1)NCCCCC N,N'-bis-pentylcyclohexanediamine